3-amino-8-bromo-2',3',5',6'-tetrahydro-3H-spiro[benzo[b][1,4]oxazepine-2,4'-pyran]-4(5H)-one NC1C(NC2=C(OC13CCOCC3)C=C(C=C2)Br)=O